1-{3-[4-(4-aminopiperidin-1-yl)-3-(3,5-difluorophenyl)quinolin-6-yl]-5-hydroxypyridin-4-yl}-3-methoxyurea NC1CCN(CC1)C1=C(C=NC2=CC=C(C=C12)C=1C=NC=C(C1NC(=O)NOC)O)C1=CC(=CC(=C1)F)F